C[C@H]1NCCN(C1)C (2R)-2,4-Dimethylpiperazin